3-(o-tolylamino)-4-((4-(5-(trifluoromethyl)-1,2,4-oxadiazol-3-yl)benzyl)amino)cyclobut-3-ene-1,2-dione C1(=C(C=CC=C1)NC=1C(C(C1NCC1=CC=C(C=C1)C1=NOC(=N1)C(F)(F)F)=O)=O)C